NC=1N=CC2=C(N1)C=C(N=C2)C=2C=NC(=CC2)N2CCC(CC2)OCC 2-amino-7-(6-(4-ethoxypiperidin-1-yl)pyridin-3-yl)pyrido[4,3-d]pyrimidine